2-((2-((4-(phenylsulfanyl)-2-methylphenyl)amino)-5-bromopyrimidin-4-yl)amino)-6-fluorobenzamide C1(=CC=CC=C1)SC1=CC(=C(C=C1)NC1=NC=C(C(=N1)NC1=C(C(=O)N)C(=CC=C1)F)Br)C